C[N+]1(CCOCC1)C 4,4-dimethylmorpholinium